N-(4-(N-(1-cyclohexylethyl)sulfamoyl)phenyl)-2-methylbenzamide C1(CCCCC1)C(C)NS(=O)(=O)C1=CC=C(C=C1)NC(C1=C(C=CC=C1)C)=O